ClC1NC=NC2=CC(=C(C=C12)[N+](=O)[O-])F 4-chloro-7-fluoro-6-nitro-3,4-dihydroquinazoline